The molecule is a lipopeptide consisting of a 2-methyloct-7-ynoyl moiety attached to a linear tetrapeptide comprising of N-methyl-L-phenylalanyl, L-alanyl, N-methyl-L-alanyl and Nalpha,O-dimethyl-L-tyrosine units. It is isolated from a Panamanian strain of the marine cyanobacterium Lyngbya majuscula and displays antimalarial activity. It has a role as a metabolite and an antimalarial. C[C@@H](CCCCC#C)C(=O)N(C)[C@@H](CC1=CC=CC=C1)C(=O)N[C@@H](C)C(=O)N(C)[C@@H](C)C(=O)N(C)[C@@H](CC2=CC=C(C=C2)OC)C(=O)N